ClC1=CC(=C2C(=N1)N(N=N2)[C@H]2[C@@H]([C@@H]([C@H](O2)COCP(O)(O)=O)O)O)NCC2=CC(=CC=C2)Cl ((((2R,3S,4R,5R)-5-(5-chloro-7-((3-chlorobenzyl)amino)-3H-[1,2,3]triazolo[4,5-b]pyridin-3-yl)-3,4-dihydroxytetrahydrofuran-2-yl)methoxy)methyl)phosphonic acid